C(C)OC(CC(CC(C=CC=1C(=NC2=CC=CC=C2C1C1=CC=C(C=C1)F)C1CC1)O)O)=O 3,5-dihydroxy-7-[2-cyclopropyl-4-(4-fluorophenyl)-3-quinolyl]-6-heptenoic acid ethyl ester